ClC1=CC=C(C=C1)C(C)(C)C1=NN=C2SCC(=NN21)C2=CC=C(C=C2)OC(F)(F)F 3-(2-(4-chlorophenyl)propane-2-yl)-6-(4-(trifluoromethoxy)phenyl)-7H-[1,2,4]triazolo[3,4-b][1,3,4]thiadiazine